C(=CC1=CC=CC=C1)OB([O-])[O-] styrylborate